CC=1C=CC(=NC1CN[C@H]1COCC1)NC1=CC2=C(C=N1)SC(=N2)N2N=CC=C2C 5-Methyl-N-[2-(5-methyl-1H-pyrazol-1-yl)-[1,3]thiazolo[5,4-c]pyridin-6-yl]-6-({[(3R)-oxolan-3-yl]amino}methyl)pyridin-2-amine